tert-butyl-dimethyl-[1-(nitromethyl)propoxy]silane C(C)(C)(C)[Si](OC(CC)C[N+](=O)[O-])(C)C